lithium 5-formylsalicylate C(=O)C1=CC=C(C(C(=O)[O-])=C1)O.[Li+]